BrC1=CC2=C([C@]3([C@@](O2)(C2=C(C=CC=C2C3=O)[N+](=O)[O-])O)NC(OC(C)(C)C)=O)C=C1 Tert-butyl ((4bS,9bS)-7-bromo-4b-hydroxy-4-nitro-10-oxo-4b,10-dihydro-9bH-indeno[1,2-b]benzofuran-9b-yl)carbamate